ClC1=CC=CC=2N1N=C(C2)[C@@H]2N(CCC1=C2N=CN1)C(=O)C=1OC(=NN1)C1=NN(C=C1)C(F)F (R)-(4-(7-chloropyrazolo[1,5-a]pyridin-2-yl)-6,7-dihydro-1H-imidazo[4,5-c]pyridin-5(4H)-yl)(5-(1-(difluoromethyl)-1H-pyrazol-3-yl)-1,3,4-oxadiazol-2-yl)methanone